3-acetoxy-4-(4-(tert-butoxycarbonyl)piperazin-1-yl)phenylboronic acid pinacol ester C(C)(=O)OC=1C=C(C=CC1N1CCN(CC1)C(=O)OC(C)(C)C)B1OC(C)(C)C(C)(C)O1